N=1C=C(N2C1C=CC=C2)C2=NC(=NC=C2)NC2=CC=C(C=N2)N2CCN(CC2)C(C)=O 1-(4-(6-((4-(imidazo[1,2-a]pyridin-3-yl)pyrimidin-2-yl)amino)pyridin-3-yl)piperazin-1-yl)ethan-1-one